4-tosylsulfonylthiomorpholine S(=O)(=O)(C1=CC=C(C)C=C1)S(=O)(=O)N1CCSCC1